3-phenyl-4-(4'-cyano-phenyl)thiazole C1(=CC=CC=C1)N1CSC=C1C1=CC=C(C=C1)C#N